2,6-Diamino-3-Methylhexanoic Acid NC(C(=O)O)C(CCCN)C